CC=1C=CCC1C 3,4-dimethylcyclopent-1,3-diene